C(C)(C)(C)OC(=O)C1CCN(CC1)C1=NC=CC(=N1)C(=O)O 2-(4-tert-butoxycarbonyl-1-piperidyl)pyrimidine-4-carboxylic acid